di-(t-butyl)phosphate C(C)(C)(C)OP(=O)(OC(C)(C)C)[O-]